di-palladium (II) bis(triphenylphosphine) dichloride [Cl-].[Cl-].C1(=CC=CC=C1)P(C1=CC=CC=C1)C1=CC=CC=C1.C1(=CC=CC=C1)P(C1=CC=CC=C1)C1=CC=CC=C1.[Pd+2].[Pd+2]